C(C(=C)C)(=O)OCCC[Si](OC)(OC)OC 3-(trimethyloxysilyl)propyl methacrylate